benzyl (4R,5S)-5-isopropyl-1,3,2-dioxathiolane-4-carboxylate 2,2-dioxide C(C)(C)[C@H]1[C@@H](OS(O1)(=O)=O)C(=O)OCC1=CC=CC=C1